1-amino-2,4-pentanedione NCC(CC(C)=O)=O